(S)-3,3'-di(3,3-dimethylbutyl)-[1,1'-binaphthyl]-2,2'-diol CC(CCC1=C(C(=C2C=CC=CC2=C1)C=1C(=C(C=C2C=CC=CC12)CCC(C)(C)C)O)O)(C)C